FC=1C(=NC(N([C@H]2[C@H](O)[C@H](O)[C@@H](C)O2)C1)=O)N (1S)-5'-deoxy-5-fluorocytidine